2,9-dichloro-7-(2,6-difluoro-4-nitrophenyl)-5-ethyl-5,7-dihydro-6H-benzo[d]pyrido-[3,2-f][1,3]diazepin-6-one ClC1=CC=2C3=C(N(C(N(C2N=C1)CC)=O)C1=C(C=C(C=C1F)[N+](=O)[O-])F)C=C(C=C3)Cl